1-[5-chloro-4-({6-methyl-7-[1-(oxetan-3-yl)piperidin-4-yl]quinazolin-2-yl}amino)-1H-pyrazol-1-yl]-2-methylpropan-2-ol ClC1=C(C=NN1CC(C)(O)C)NC1=NC2=CC(=C(C=C2C=N1)C)C1CCN(CC1)C1COC1